pyrido[3,4-d]pyrimidine formate C(=O)O.N1=CN=CC2=C1C=NC=C2